FC1=C(C=CC=C1)CN1C(CCC1=O)C(C(=O)OC)C methyl 2-[1-[(2-fluorophenyl)methyl]-5-oxopyrrolidin-2-yl]propionate